phenyl (1-(tert-butyl)azetidin-3-yl)carbamate C(C)(C)(C)N1CC(C1)NC(OC1=CC=CC=C1)=O